NC1(CCN(CC1)C=1C2=C(N=CN1)NC=C2)C(=O)N[C@@H](CC(C)(C)O)C2=CC=C(C=C2)Cl 4-amino-N-[(1S)-1-(4-chlorophenyl)-3-hydroxy-3-methylbutyl]-1-(7H-pyrrolo[2,3-d]pyrimidin-4-yl)piperidine-4-carboxamide